BrC1=C(C=2C(NC=3N(C2C=C1C(F)(F)F)N=C(C3)C3CC3)=O)C#N 7-bromo-2-cyclopropyl-5-oxo-8-(trifluoromethyl)-4,5-dihydropyrazolo[1,5-a]quinazoline-6-carbonitrile